COC(=O)C1=CC(=CC=2OC(OC(C21)C)(C2CCC(CC2)N2CC1(CC2)CNC(C1)=O)C)Cl 7-chloro-2,4-dimethyl-2-(4-(8-oxo-2,7-diazaspiro[4.4]non-2-yl)cyclohexyl)benzo[d][1,3]dioxine-5-carboxylic acid methyl ester